1,2,3,4-tetrahydropyrido[2,3-b]pyrazine-7-carboxylic acid sodium salt [Na+].N1C2=C(NCC1)N=CC(=C2)C(=O)[O-]